3-(4-(Chloromethyl)pyridazin-3-yl)piperidine-2,6-dione ClCC1=C(N=NC=C1)C1C(NC(CC1)=O)=O